1,2-Dimethyldisulfane 1,1,2,2-tetraoxide CS(S(C)(=O)=O)(=O)=O